(S)-2-((1R,3S)-3-(4-methoxyphenyl)cyclobutyl)-5-(pyrazin-2-yl)-2,5,6,7-tetrahydro-3H-pyrrolo[2,1-c][1,2,4]triazol-3-one COC1=CC=C(C=C1)C1CC(C1)N1N=C2N(C1=O)[C@@H](CC2)C2=NC=CN=C2